FC(CO[C@H]1C[C@H](N(CC1)C(=O)C=1C=2C=CNC2C(=CC1OC)C)C1=CC=C(C(=O)O)C=C1)F 4-((2s,4r)-4-(2,2-difluoroethoxy)-1-(5-methoxy-7-methyl-1H-indole-4-carbonyl)piperidin-2-yl)benzoic acid